C(CCCCCCC\C=C/C\C=C/CCCCC)(=O)OCC(COC(=O)OCC1CN(CCC1)C)COC(\C=C(\CCCCCCCC)/CCCCC)=O 3-((((1-methylpiperidin-3-yl)methoxy)carbonyl)oxy)-2-((((E)-3-pentylundec-2-enoyl)oxy)methyl)propyl (9Z,12Z)-octadeca-9,12-dienoate